ClC1=C2N=CN(C2=NC(=N1)C#C[Si](C)(C)C)C 6-Chloro-9-methyl-2-((trimethylsilyl)ethynyl)-9H-purine